N-((1-(6-FLUOROQUINAZOLIN-4-YL)PIPERIDIN-4-YL)METHYL)METHANESULFONAMIDE FC=1C=C2C(=NC=NC2=CC1)N1CCC(CC1)CNS(=O)(=O)C